C(C(C)C)[C@H](CCCC=O)[C@H]1N(C(OC1)(C)C)C(=O)OC(C)(C)C tert-butyl (4R)-4-[(1S)-1-isobutyl-5-oxo-pentyl]-2,2-dimethyl-oxazolidine-3-carboxylate